2-(((Benzyloxy)carbonyl)amino)-3-((tert-butoxycarbonyl)amino)propanoic acid C(C1=CC=CC=C1)OC(=O)NC(C(=O)O)CNC(=O)OC(C)(C)C